FC(C)(F)C1=NC(=CC(=N1)N1CC2(C=3C=NC(=CC31)NC(C)=O)CC2)NCC2N(CC2)C N-(1'-(2-(1,1-difluoroethyl)-6-(((1-methylazetidin-2-yl)methyl)amino)pyrimidin-4-yl)-1',2'-dihydrospiro[cyclopropane-1,3'-pyrrolo[3,2-c]pyridin]-6'-yl)acetamide